trans-N-[3-(4-cyclopropoxy-6-methoxypyrimidin-5-yl)-1H-pyrrolo[2,3-b]pyridin-6-yl]-2-[(dimethylamino)methyl]cyclopropane-1-carboxamide C1(CC1)OC1=NC=NC(=C1C1=CNC2=NC(=CC=C21)NC(=O)[C@H]2[C@@H](C2)CN(C)C)OC